N[C@@H](CC(C)C)C(=O)OC methyl L-leucinate